FC1CCN(CC1)C1=NN=C(O1)C(=O)N1[C@H](C2=C(CC1)NC=N2)C2=NN1C(C(=CC=C1)C)=C2 (R)-(5-(4-fluoropiperidin-1-yl)-1,3,4-oxadiazol-2-yl)(4-(4-methylpyrazolo[1,5-a]pyridin-2-yl)-6,7-dihydro-1H-imidazo[4,5-c]pyridin-5(4H)-yl)methanone